C(C1=CC=CC=C1)OC(=O)N1CCC(CC1)NCCOC1=CC=CC=C1 Benzyl-4-((2-phenoxyethyl)amino)piperidin-1-carboxylat